FC=1C=C2C3=C(NC2=C(C1)NC)N=CC(=C3N3CCCC3)C=3C=C1C(C(=CN(C1=NC3)C3CNCC3)C(=O)O)=O 6-[6-fluoro-8-(methylamino)-4-pyrrolidin-1-yl-9H-pyrido[2,3-b]indol-3-yl]-4-oxo-1-pyrrolidin-3-yl-1,8-naphthyridine-3-carboxylic acid